C(OC1=NC=CC(=C1)C1=CC=2CCC2C=C1)([2H])([2H])[2H] 3-(2-(methoxy-d3)pyridin-4-yl)bicyclo[4.2.0]octa-1(6),2,4-trien